ClC1=C(C=C(C=C1)C1=NN(C=C1)C)CNC1=NN2C(NC(=CC2=O)C(F)(F)F)=N1 2-[[2-chloro-5-(1-methylpyrazol-3-yl)phenyl]methylamino]-5-(trifluoromethyl)-4H-[1,2,4]-triazolo[1,5-a]pyrimidin-7-one